2-acetyl-5-fluoro-1'-methyl-2H-spiro[benzo[d]isothiazole-3,3'-pyrrolidine]-2',5'-dione 1,1-dioxide C(C)(=O)N1S(C2=C(C=C(C=C2)F)C12C(N(C(C2)=O)C)=O)(=O)=O